ethyl 1-[4-(4,4,5,5-tetramethyl-1,3,2-dioxaborolan-2-yl)phenyl]cyclopropanecarboxylate CC1(OB(OC1(C)C)C1=CC=C(C=C1)C1(CC1)C(=O)OCC)C